C1(CCCC1)OC(=O)C1C2C=CC(C1)C2 5-cyclopentyloxycarbonyl-bicyclo[2.2.1]Hept-2-ene